rac-(2R)-4-[6-[3-(5-chloro-2-fluoro-phenyl)-1H-pyrazol-4-yl]-1,5-naphthyridin-3-yl]-1-isopropyl-N-methyl-piperazine-2-carboxamide ClC=1C=CC(=C(C1)C1=NNC=C1C=1N=C2C=C(C=NC2=CC1)N1C[C@@H](N(CC1)C(C)C)C(=O)NC)F |r|